C(C1=CC=CC=C1)OC(=O)N[C@@H](C(=O)OCC1=CC=CC=C1)CNC(C1=CC(=CC(=C1)F)N1C(=NN=C1C)C)=O (R)-benzyl 2-(((benzyloxy)carbonyl)amino)-3-(3-(3,5-dimethyl-4H-1,2,4-triazol-4-yl)-5-fluorobenzamido)propanoate